C1(CC1)[C@@H](\C=C\S(=O)(=O)C)NC(=O)C=1C(=NC(=NC1)C1(CC1)F)OC1=CC=CC=C1 (S,E)-N-(1-cyclopropyl-3-(methylsulfonyl)allyl)-2-(1-fluorocyclopropyl)-4-phenoxypyrimidine-5-carboxamide